5-(1-(tetrahydropyran-2-yloxy)ethoxycarbonyl)-7-oxo-bicyclo[2.2.1]Hept-2-ene O1C(CCCC1)OC(C)OC(=O)C1C2C=CC(C1)C2=O